tert-butyl (salicylate) carbonate C(O)(O)=O.C(C=1C(O)=CC=CC1)(=O)OC(C)(C)C